(3S,4S)-4-{[5-(2,4-difluoro-phenyl)-isoxazole-3-carbonyl]-amino}-piperidine-3-carboxylic acid ethyl ester hydrochloride Cl.C(C)OC(=O)[C@H]1CNCC[C@@H]1NC(=O)C1=NOC(=C1)C1=C(C=C(C=C1)F)F